IC1=C(N)C=C(C=C1)C(F)(F)F 2-Iodo-5-(trifluoromethyl)aniline